(6-bromo-3-pyridyl)ethane-1,2-diamine dihydrochloride Cl.Cl.BrC1=CC=C(C=N1)C(CN)N